BrC1=C(C=NC(=C1)F)CC=O 2-(4-bromo-6-fluoro-3-pyridyl)acetaldehyde